CC1(OC[C@@H](O1)CO)C (S)-2,2-dimethyl-1,3-dioxolan-4-ylcarbinol